(5R)-2-((2S)-4-(5-chloropyrimidin-2-yl)-2-methylpiperidin-1-yl)-4-((3,3-difluoro-1-(hydroxymethyl)cyclobutyl)amino)-6,7-dihydrothieno[3,2-d]pyrimidine 5-oxide ClC=1C=NC(=NC1)C1C[C@@H](N(CC1)C=1N=C(C2=C(N1)CC[S@]2=O)NC2(CC(C2)(F)F)CO)C